FC=1C=C2C=3C(CN(C2=C(C1)N)C)=NN(N3)C 8-fluoro-2,5-dimethyl-4,5-dihydro-2H-[1,2,3]triazolo[4,5-c]quinolin-6-amine